ClC=1C=C2C=C(NC2=CC1C1=NC=C2OCOC2=C1)CNC(C)=O N-{[5-chloro-6-(1,3-dioxa-5-aza-6-indanyl)-2-indolyl]methyl}acetamide